C(C)N(CCN(CCN(C)CC)C)C N,N''-diethyl-N,N',N''-trimethyl(diethylenetriamine)